2-((1r,2r)-1-(2-cyanophenyl)-1-(3,5-dimethyl-1H-pyrazol-1-yl)propan-2-yl)-5-hydroxy-N-(isoxazol-4-yl)-1-methyl-6-oxo-1,6-dihydropyrimidine-4-carboxamide C(#N)C1=C(C=CC=C1)[C@@H]([C@@H](C)C=1N(C(C(=C(N1)C(=O)NC=1C=NOC1)O)=O)C)N1N=C(C=C1C)C